N1C=C(C2=CC=CC=C12)C(=O)[O-] 1H-indol-3-carboxylate